NC1=NC=NN2C1=C(C=C2C=2C=NN(C2)C2CCC2)C2=CC(=C(C=C2)NC(OC(C)(C)C)=O)OC tert-Butyl (4-(4-amino-7-(1-cyclobutyl-1H-pyrazol-4-yl)pyrrolo[2,1-F][1,2,4]triazin-5-yl)-2-methoxyphenyl)carbamate